C1(CC1)N1CCC(CC1)NC(=O)C=1C=NN2C1C=C(C=C2)C2=CNC1=NC=CC=C12 N-(1-cyclopropylpiperidin-4-yl)-5-(1H-pyrrolo[2,3-b]pyridin-3-yl)pyrazolo[1,5-a]pyridine-3-carboxamide